(+-)-2,6-dimethyl-4-(2,3-dichlorophenyl)-1,4-dihydro-3,5-pyridinedicarboxylic acid methyl ester COC(=O)C1=C(NC(=C([C@H]1C1=C(C(=CC=C1)Cl)Cl)C(=O)O)C)C |r|